FC1=NC(=CC=C1)N1CC(CCC1)OC 2-Fluoro-6-[3-methoxypiperidin-1-yl]pyridine